N-{5-bromo-6-[(1H-pyrazol-1-yl)methyl]-1,2-benzooxazol-3-yl}-2,6-dimethoxybenzene-1-sulfonamide BrC=1C(=CC2=C(C(=NO2)NS(=O)(=O)C2=C(C=CC=C2OC)OC)C1)CN1N=CC=C1